C[C@@H]1N(CC2N(C1=O)CCN(C2)C(=O)[O-])C(=O)[O-] (S)-3-methyl-4-oxohexahydro-2H-pyrazino[1,2-a]pyrazine-2,8(1H)-dicarboxylate